[Zr].[Ce].C1(=C(C(=CC=C1)C)C)N1CCNCC1 4-(2,3-xylyl)piperazine cerium-zirconium salt